C(C=C)(=O)N1[C@H](CN(CC1)C=1C2=C(N=C(N1)OC[C@H]1N(CCC1)C)CN(C2)C2=C(C=CC=C2OC)F)CC#N 2-((S)-1-propenoyl-4-(6-(2-fluoro-6-methoxyphenyl)-2-(((S)-1-methylpyrrolidin-2-yl)methoxy)-6,7-dihydro-5H-pyrrolo[3,4-d]pyrimidin-4-yl)piperazin-2-yl)acetonitrile